C(C)(C)(C)OC(=O)N1C(CCCC1)CC(=O)OCC (2-ethoxy-2-oxoethyl)piperidine-1-carboxylic acid tert-butyl ester